C(C)(C)(C)OC(=O)N[C@H](C(=O)OC)CCO methyl (2S)-2-{[(tert-butoxy)carbonyl]amino}-4-hydroxybutanoate